FC=1C=CC(=C(C(=O)N2[C@@H](COC[C@H]2C)C)C1)C=1C=2N(C=C(C1)C1CN(C1)[C@@H](C)C1CCOCC1)C(=NC2F)C (3R,5R)-4-[5-fluoro-2-(1-fluoro-3-methyl-6-{1-[(1S)-1-(oxan-4-yl)ethyl]azetidin-3-yl}imidazo[1,5-a]pyridin-8-yl)benzoyl]-3,5-dimethylmorpholine